C(=O)(O)C=1C=C(C=CC1C(=O)O)C(C)(C)C1=CC(=C(C=C1)C(=O)O)C(=O)O 2,2-bis-(3,4-dicarboxyphenyl)-propane